FC1=CC=C(C=C1)NC=1C(=NC=CN1)N1CCN(CC1)C(C=C)=O 1-(4-(3-((4-fluorophenyl)amino)pyrazin-2-yl)piperazin-1-yl)prop-2-en-1-one